2-phenyl-3-(phenylseleno)-6-trifluoromethyl-indole C1(=CC=CC=C1)C=1NC2=CC(=CC=C2C1[Se]C1=CC=CC=C1)C(F)(F)F